2-hydroxy-propyl acrylate C(C=C)(=O)OCC(C)O